OC=1N=C(NC=2C1N=CC2)C2=CC=CC=C2 hydroxyl-phenyl-pyrrolopyrimidine